N1=C(N=CC=C1)N1C=CC2=C(C=CC=C12)Br 1-(2-pyrimidinyl)-4-bromoindole